1-[5-(5-chloro-2-methoxypyridin-4-yl)-1H-pyrazole-3-carbonyl]-N-({[1,2,4]triazolo[4,3-a]pyridin-6-yl}methyl)piperidine-4-carboxamide ClC=1C(=CC(=NC1)OC)C1=CC(=NN1)C(=O)N1CCC(CC1)C(=O)NCC=1C=CC=2N(C1)C=NN2